(S)-4-(1-Acetyl-2-methyl-1,2,3,4-tetrahydroquinolin-6-yl)-N-((6-(2-aminopyrimidin-5-yl)-8-morpholinoimidazo[1,2-a]pyrazin-2-yl)methyl)benzamide C(C)(=O)N1[C@H](CCC2=CC(=CC=C12)C1=CC=C(C(=O)NCC=2N=C3N(C=C(N=C3N3CCOCC3)C=3C=NC(=NC3)N)C2)C=C1)C